phenyl{[di(biphenylyl)triazinyl]phenyl}indolocarbazole C1(=CC=CC=C1)C=1C(=C2C(=CC1)N=C1C=CC3=C4C=CC=CC4=NC3=C12)C1=C(C=CC=C1)C1=NN=NC(=C1C1=C(C=CC=C1)C1=CC=CC=C1)C1=C(C=CC=C1)C1=CC=CC=C1